FC1(C(C2=CC=CC=C2C1O)=O)C1=C(C=CC=C1)C (-)-2-Fluoro-3-hydroxy-2-(o-tolyl)-2,3-dihydro-1H-inden-1-one